1-(4-(2-methyl-2H-1,2,3-triazol-4-yl)-2-(4-(trifluoromethyl)phenyl)-5,8-dihydropyrido[3,4-d]pyrimidin-7(6H)-yl)prop-2-en-1-one CN1N=CC(=N1)C=1C2=C(N=C(N1)C1=CC=C(C=C1)C(F)(F)F)CN(CC2)C(C=C)=O